COC1=CC(=CC2=C1OC(CO2)C=2C=NC(=CC2)C)C=O 8-methoxy-2-(6-methylpyridin-3-yl)-2,3-dihydrobenzo[b][1,4]dioxine-6-carbaldehyde